2-(2-isopropylphenyl)-8-(4-(1-methyl-4-(trifluoromethyl)-1H-imidazol-2-yl)benzyl)-7,8-dihydro-6H-pyrimido[5,4-b][1,4]oxazine C(C)(C)C1=C(C=CC=C1)C=1N=CC=2OCCN(C2N1)CC1=CC=C(C=C1)C=1N(C=C(N1)C(F)(F)F)C